furfural hydrazone C(C1=CC=CO1)=NN